FC=1C=2N(C=C(C1)C1=CNC=3N=C(N=CC31)NC3CCC1(OCCO1)CC3)C=CN2 5-(8-fluoroimidazo[1,2-a]pyridin-6-yl)-N-(1,4-dioxaspiro[4.5]decan-8-yl)-7H-pyrrolo[2,3-d]pyrimidin-2-amine